2-methyl-1,3-propylene oxide CC1COC1